ClC1=NC=CC(=C1F)C=1C(=NN(N1)CCOC)C(C)=O 1-(5-(2-chloro-3-fluoropyridin-4-yl)-2-(2-methoxyethyl)-2H-1,2,3-triazol-4-yl)ethan-1-one